SCCNC(CN1C(C2=CC=CC(=C2C1=O)[N+](=O)[O-])=O)=O N-(2-mercaptoethyl)-2-(4-nitro-1,3-dioxoisoindol-2-yl)acetamide